CS(=O)C1=NC(=CC(=N1)C1=CC=CC2=CC=CC=C12)C(F)(F)F 2-(methylsulfinyl)-4-(naphthalen-1-yl)-6-(trifluoromethyl)pyrimidine